CC1=NN(C(=C1)C)C=1C=C(C=CC1)[C@H](CC(=O)OC)CN1CC2(CNC2)CC1 methyl (S)-3-(3-(3,5-dimethyl-1H-pyrazol-1-yl)phenyl)-4-(2,6-diazaspiro[3.4]octan-6-yl)butanoate